3-(hexenyloxy)-propane-carbonitrile C(=CCCCC)OCCCC#N